COC1=C(C=CC(=C1)OC)CN(S(=O)(=O)C1=NC=C(C(=C1)C)N1C[C@](CC1)(OC)CN(C)C)C1=NC(=CC=C1)F N-[(2,4-dimethoxyphenyl)methyl]-5-[(3R)-3-[(dimethylamino)methyl]-3-methoxy-pyrrolidin-1-yl]-N-(6-fluoro-2-pyridyl)-4-methyl-pyridine-2-sulfonamide